C(C)OC1=C(C=O)C=CC(=C1)OCC 2,4-diethoxy-benzaldehyde